O1CCC2=C1C=CC(=C2)B2OC(C(O2)(C)C)(C)C 2-(2,3-dihydrobenzofuran-5-yl)-4,4,5,5-tetramethyl-1,3,2-dioxaborolan